N=1N=CN2C=NC(=CC21)OC2=C(C=C(C=C2)NC2=NC=NC1=CC=C(C=C21)NC(=O)NC2=NN(C(=C2)C)C)C 1-(4-((4-([1,2,4]triazolo[4,3-c]pyrimidin-7-yloxy)-3-methylphenyl)amino)quinazolin-6-yl)-3-(1,5-dimethyl-1H-pyrazol-3-yl)urea